2-fluoro-3,4-dihydronaphthalen FC1=CC2=CC=CC=C2CC1